C(CCCCCCCCCCCCC)OC(CNC([O-])=O)COCCCCCCCCCCCCCC 2,3-bis(tetradecyloxy)propylcarbamate